Cl.ClC1=C(C(=CC=C1F)Cl)[C@@H](C)OC=1C(=NC=C(C1)C=1C=C2N(N1)CC[C@]21CNCC1)N 3-[(1R)-1-(2,6-Dichloro-3-fluorophenyl)ethoxy]-5-[(3R)-5',6'-dihydrospiro[pyrrolidine-3,4'-pyrrolo[1,2-b]pyrazol]-2'-yl]pyridin-2-amine hydrogen chloride